C(#N)C1=C(C=CC(=C1)C(F)(F)F)N1CCC(CC1)(C(=O)N[C@H]1CN(CC1)C)C=1C=CC(=NC1)C=1C(=NC=CC1)CC 1-[2-cyano-4-(trifluoromethyl)phenyl]-4-{2'-ethyl-[2,3'-bipyridin]-5-yl}-N-[(3R)-1-methylpyrrolidin-3-yl]piperidine-4-carboxamide